1-Hydroxyethyl-2-undecyl-1-carboxymethyl-imidazoline OC(C)C1N=C(N(C1)CC(=O)O)CCCCCCCCCCC